CN1C[C@@H]([C@H](CC1)NC(=O)C1=CC(=CC=2C(=COC21)C(C(F)(F)F)O)C#CCNC=2C(OC)=CC=C(C2)S(=O)(=O)C)C N-[(3S,4S)-1-methyl-3-methyl-4-piperidyl]-5-[3-(4-mesyl-2-anisidino)-1-propynyl]-3-(2,2,2-trifluoro-1-hydroxyethyl)-1-benzofuran-7-carboxamide